O1C(=NCC1)CCCC=1OCCN1 1,3-bis(2-oxazolinyl)propane